C1=CC=CC=2C3=CC=CC=C3C(C12)COC(=O)N[C@@H](C(=O)O)C1=CC=C(C=C1)O (R)-2-((((9H-fluoren-9-yl)methoxy)carbonyl)amino)-2-(4-hydroxyphenyl)acetic acid